CN1N=C2N=CC(=CC2=C1)C1=CC=C2C(=N1)SC(=C2)[C@H](O)C21CC(C2)(C1)C(F)(F)F (R)-(6-(2-methyl-2H-pyrazolo[3,4-b]pyridin-5-yl)thieno[2,3-b]pyridin-2-yl)(3-(trifluoromethyl)bicyclo[1.1.1]pentan-1-yl)methanol